ClC1=C(C=C(C=C1N1CCN(CC1)C1CCN(CC1)C1COC1)C#N)NC1=NC=2N(C(=N1)NC1CC1)N=CC2C#N 2-[(2-Chloro-5-cyano-3-{4-[1-(oxetan-3-yl)piperidin-4-yl]piperazin-1-yl}phenyl)amino]-4-(cyclopropylamino)pyrazolo[1,5-a][1,3,5]triazine-8-carbonitrile